(S)-6-((1-(6-(2,4-dioxo-1,2,3,4-tetrahydropyrimidin-5-yl)imidazo[1,2-b]pyridazin-8-yl)-4,4-difluoropyrrolidin-3-yl)oxy)nicotinonitrile O=C1NC=C(C(N1)=O)C=1C=C(C=2N(N1)C=CN2)N2C[C@@H](C(C2)(F)F)OC2=NC=C(C#N)C=C2